[O-]O[O-].C(CCCCCCCCCCC)[Na].[Na+].[Na+] sodium dodecyl-sodium trioxide